C(CCC)C1(CN(C1)C1=CC(=C2C(C(=CN(C2=N1)C=1SC=CN1)C(=O)O)=O)C)O 7-(3-butyl-3-hydroxyazetidin-1-yl)-5-methyl-4-oxo-1-(1,3-thiazol-2-yl)-1,4-dihydro-1,8-naphthyridine-3-carboxylic acid